ClC=1C=C2C=C(NC2=CC1OCC=1SC=C(N1)C)CNC(=O)C1(CC1)C N-((5-chloro-6-((4-methylthiazol-2-yl)methoxy)-1H-indol-2-yl)methyl)-1-methylcyclopropane-1-carboxamide